C1(=C2C3=C(C4=C(C(=C3NC2=C(C(=C1[2H])[2H])[2H])[2H])NC1=C(C(=C(C(=C14)[2H])[2H])[2H])[2H])[2H])[2H] 5,7-dihydroindolo[2,3-b]carbazole-1,2,3,4,6,8,9,10,11,12-d10